C(C)OC(COC1=C(C=C(C=C1)C)CC1=CC=CC=C1)=O 2-(2-benzyl-4-methylphenoxy)acetic acid ethyl ester